ClC=1C=C(CN2N=C(N=N2)C2=CC=CC(=N2)C(CS(=O)(=O)N)(C)O)C=C(C1)OC(F)(F)F 2-(6-(2-(3-chloro-5-(trifluoromethoxy)benzyl)-2H-tetrazol-5-yl)pyridin-2-yl)-2-hydroxypropane-1-sulfonamide